C[C@H](C1=CC=CC=C1)NC (R)-(+)-N,α-Dimethylbenzylamine